methyl 2-[3-(3-hydroxypropoxy)isoxazol-5-yl]-3-methylbutanoate OCCCOC1=NOC(=C1)C(C(=O)OC)C(C)C